tert-butyl (S)-3-(3-amino-5-(4-morpholinophenyl)thiophene-2-carboxamido)piperidine-1-carboxylate NC1=C(SC(=C1)C1=CC=C(C=C1)N1CCOCC1)C(=O)N[C@@H]1CN(CCC1)C(=O)OC(C)(C)C